FC(C=1C2=CN(N=C2C(=C(C1)C1=CC=C(C=C1)OCCN1CCC(CC1)O)C)C(C(=O)NC=1SC=CN1)C1=C2N(C=N1)C[C@@H](C2)F)F 2-[4-(difluoromethyl)-6-[4-[2-(4-hydroxy-1-piperidinyl)ethoxy]phenyl]-7-methyl-indazol-2-yl]-2-[(6R)-6-fluoro-6,7-dihydro-5H-pyrrolo[1,2-c]imidazol-1-yl]-N-thiazol-2-yl-acetamide